tetraphenyl-octane C1(=CC=CC=C1)C(C(C1=CC=CC=C1)(C1=CC=CC=C1)C1=CC=CC=C1)CCCCCC